FC=1C=C2C(CCN3C2=C(C1F)OCC3COC)=O 9,10-difluoro-3-(methoxymethyl)-2,3,5,6-tetrahydro-7H-[1,4]oxazino[2,3,4-ij]quinolin-7-one